1-(3-bromophenyl)-2-phenylhydrazine BrC=1C=C(C=CC1)NNC1=CC=CC=C1